C[Si](CCC(C(C(C(C(C(C(C(F)(F)F)(F)F)(F)F)(F)F)(F)F)(F)F)(F)F)(F)F)(Cl)Cl (heptadecafluoro-1,1,2,2-tetrahydrodecyl)methyldichlorosilane